N-(4-((3S,5R)-3-amino-5-methylpiperidin-1-yl)-5-bromopyridin-3-yl)-2,2',6,6'-Tetrafluoro-[1,1'-biphenyl]-3-carboxamide dihydrochloride Cl.Cl.N[C@@H]1CN(C[C@@H](C1)C)C1=C(C=NC=C1Br)NC(=O)C=1C(=C(C(=CC1)F)C1=C(C=CC=C1F)F)F